C1(CC1)C=1C(=NC=NC1)O 5-Cyclopropylpyrimidin-4-ol